C1(=CC=CC=C1)CP(=O)(O)CC(C(=O)O)CCC(=O)O 2-[[(phenylmethyl)hydroxyphosphinyl]methyl]glutaric acid